[(2S,4R,5S)-4-fluoro-1,5-dimethyl-pyrrolidin-2-yl]methanol F[C@@H]1C[C@H](N([C@H]1C)C)CO